2-ethyl-1-methylimidazole C(C)C=1N(C=CN1)C